(2-(6-(difluoromethyl)pyridin-2-yl)-5,6-dihydro-4H-pyrrolo[1,2-b]pyrazol-3-yl)boronic acid FC(C1=CC=CC(=N1)C=1C(=C2N(N1)CCC2)B(O)O)F